tetradecyl-sulfonic acid sodium salt [Na+].C(CCCCCCCCCCCCC)S(=O)(=O)[O-]